Hydroxybutyrylcarnitine CC(CC(=O)O[C@@H](CC(=O)[O-])C[N+](C)(C)C)O